FC=1C=C2CN(CC2=CC1)C1=NC=CC(=N1)C1=NC=CC(=N1)\C=C\C1=CC=NC=C1 (E)-5-Fluoro-2-(4-(2-(pyridin-4-yl)vinyl)-[2,4'-bipyrimidin]-2'-yl)isoindoline